C1(CC1)S(=O)(=O)N1CCC(CC1)COC1N(C(=CC=C1)CN1CC2=CC=CC=C2C1)CC ((1-(cyclopropylsulfonyl)piperidin-4-yl)methoxy)-1-ethyl-6-(isoindolin-2-ylmethyl)pyridin